CNCCCCCCC N-methyl-heptylamine